4'-(2-(2-(furan-3-yl)phenyl)pyrrolidin-1-yl)-N-((3-nitro-4-(((tetrahydro-2H-pyran-4-yl)methyl)amino)phenyl)sulfonyl)-2',3',4',5'-tetrahydro-[1,1'-biphenyl]-4-carboxamide O1C=C(C=C1)C1=C(C=CC=C1)C1N(CCC1)C1CCC(=CC1)C1=CC=C(C=C1)C(=O)NS(=O)(=O)C1=CC(=C(C=C1)NCC1CCOCC1)[N+](=O)[O-]